C(C)OC(=O)C1=CC=C(C=C1)N1N=C(N=N1)C1=CC=C(C=C1)C(=O)O 2-(4-(ethoxycarbonyl)-phenyl)-5-(4-carboxyphenyl)-2H-tetrazole